CN(S(=O)(=O)C=1C=C2/C(/C(NC2=CC1)=O)=C/C=1NC=2CCCCC2C1)C (3z)-N,N-Dimethyl-2-Oxo-3-(4,5,6,7-Tetrahydro-1h-Indol-2-Ylmethylidene)-2,3-Dihydro-1h-Indole-5-Sulfonamide